4-((5-Cyanoimidazo[4,5-b]pyridin-3-yl)methyl)phenylboronic acid C(#N)C1=CC=C2C(=N1)N(C=N2)CC2=CC=C(C=C2)B(O)O